C12(CC(C1)C2)CN2C(N(C1(CC1)C2=O)CC=2SC(=NN2)C2=C(C(=C(C=C2)F)O)F)=O 6-(bicyclo[1.1.1]pentan-1-ylmethyl)-4-((5-(2,4-difluoro-3-hydroxyphenyl)-1,3,4-thiadiazol-2-yl)methyl)-4,6-diazaspiro[2.4]heptane-5,7-dione